C(=O)NC(C1=CC=CC=C1)C(=O)O N-Formyl-Phenylglycine